C/C=C/C1C2C(=CC(C(=O)O2)O)C(O1)/C=C/C The molecule is a delta-lactone that is 3,5,7,7a-tetrahydro-2H-furo[3,4-b]pyran-2-one substituted by a hydroxy group at position 3 and propenyl groups at positions 5 and 7. Isolated from the fermantation broth of Myceliophthora lutea TF-0409, it exhibits broad spectrum activity against cultured tumor cell lines, including adriamycin-resistant HL-60 cells. It has a role as a metabolite and an antineoplastic agent. It is a delta-lactone, an organic heterobicyclic compound and a secondary alcohol.